FC=1C=C(C=CC1N1CCOCC1)C[C@H](C(=O)OCC1=CC=CC=C1)O Benzyl (2R)-3-[3-fluoro-4-(morpholin-4-yl)phenyl]-2-hydroxypropanoate